Dodecafluorooctanediol FC(C(C(C(C(C(C(O)(O)F)(F)F)(F)F)(F)F)(F)F)(F)F)C